2-butylpropane C(CCC)C(C)C